BrCCC(=O)N(C)C 3-bromo-N,N-dimethylpropionamide